5-chloro-6-fluoro-4-(2-((1S,2S)-2-fluorocyclopropane-1-carboxamido)imidazo[1,2-a]pyridin-6-yl)-N,N-dimethyl-1H-indazole-7-carboxamide ClC=1C(=C2C=NNC2=C(C1F)C(=O)N(C)C)C=1C=CC=2N(C1)C=C(N2)NC(=O)[C@H]2[C@H](C2)F